COCOC1=CC=C(C=C1)CCN 2-(4-(Methoxymethoxy)phenyl)ethane-1-amine